2-[6-amino-5-[8-[2-[3-(4-oxa-7-azaspiro[2.5]oct-7-yl)prop-1-ynyl]-4-pyridinyl]-3,8-diazabicyclo[3.2.1]oct-3-yl]pyridazin-3-yl]phenol NC1=C(C=C(N=N1)C1=C(C=CC=C1)O)N1CC2CCC(C1)N2C2=CC(=NC=C2)C#CCN2CCOC1(CC1)C2